C[C@@H]1C=C[C@@H](CC1)C(=C)C (1S,4R)-1-Methyl-4-(prop-1-en-2-yl)cyclohex-2-en